FC1=C(C=C2C(=N1)C(OCC2)(C)C)C(=O)O 2-Fluoro-8,8-dimethyl-6,8-dihydro-5H-pyrano[3,4-b]pyridine-3-carboxylic acid